oxo-1,2,5,6,7,8-hexahydropyrido[3,4-d]pyridine O=C1NC=CC2=C1CCNC2